ClC1=C(OCC2C3CN(CC2CC3)C(=O)OC(C)(C)C)C=CC(=C1)F Tert-butyl 8-((2-chloro-4-fluorophenoxy) methyl)-3-azabicyclo[3.2.1]octane-3-carboxylate